ClC1=C(C(=CC=C1)F)N1CCC(CC1)N1C(N(C=2C([C@H]1C)=CN(N2)C2CC2)CC2=C(C=CC=C2)C(F)(F)F)=O |o1:19| (R)- or (S)-5-[1-(2-Chloro-6-fluorophenyl)-piperidin-4-yl]-2-cyclopropyl-4-methyl-7-(2-trifluoromethyl-benzyl)-2,4,5,7-tetrahydro-pyrazolo[3,4-d]pyrimidin-6-one